4-{5-[(R)-Hydroxy-[1-(2-hydroxy-ethyl)-3-methyl-azetidin-3-yl]-(4-isopropyl-phenyl)-methyl]-pyridin-3-yl}-2-(6-methyl-pyridin-2-yl)-but-3-yn-2-ol O[C@](C=1C=C(C=NC1)C#CC(C)(O)C1=NC(=CC=C1)C)(C1=CC=C(C=C1)C(C)C)C1(CN(C1)CCO)C